1-[4-[azido(4,5-dichloro-2-methoxyphenyl)methyl]piperidin-1-yl]ethan-1-one N(=[N+]=[N-])C(C1CCN(CC1)C(C)=O)C1=C(C=C(C(=C1)Cl)Cl)OC